C1(CC1)[C@H]1CN2C(CO1)=C(C(=N2)C2=NC=C(C=C2)F)C2=C1C(=NC=C2)NN=C1 (S)-6-Cyclopropyl-2-(5-fluoropyridin-2-yl)-3-(1H-pyrazolo[3,4-b]pyridin-4-yl)-6,7-dihydro-4H-pyrazolo[5,1-c][1,4]oxazine